(S)-N-(1-(cyclobutylamino)-5-(oxetane-3-carboxamido)-1-oxopent-3-yl)-1-cyclopentyl-5-(2-(trifluoromethyl)phenyl)-1H-pyrazole-3-carboxamide C1(CCC1)NC(C[C@H](CCNC(=O)C1COC1)NC(=O)C1=NN(C(=C1)C1=C(C=CC=C1)C(F)(F)F)C1CCCC1)=O